2-(furan-2-yl)-2-(anilino)acetonitrile O1C(=CC=C1)C(C#N)NC1=CC=CC=C1